FC1=C(CC2=NC3=C(N2[C@@H]2COCC2(C)C)C=C(C=C3)C(=O)O)C=C(C(=C1)C1=NC(=CC=C1)OCC=1SC(=CN1)C(F)(F)F)F (S)-2-(2,5-difluoro-4-(6-((5-(trifluoromethyl)thiazol-2-yl)methoxy)pyridin-2-yl)benzyl)-1-(4,4-dimethyltetrahydrofuran-3-yl)-1H-benzo[d]imidazole-6-carboxylic acid